[N-](S(=O)(=O)C(F)(F)F)S(=O)(=O)C(F)(F)F.C(#N)CC=1NC=CN1 cyanomethylimidazole bis(trifluoromethanesulfonyl)imide salt